2,4-difluoro-4-formylphenylboronic acid FC1=C(C=CC(C1)(C=O)F)B(O)O